1-(4-(4-((3-chloro-4-(pyridin-2-ylmethoxy)phenyl)amino)-7H-pyrrolo[2,3-d]pyrimidin-5-yl)piperidin-1-yl)-2-fluoroprop-2-en-1-one ClC=1C=C(C=CC1OCC1=NC=CC=C1)NC=1C2=C(N=CN1)NC=C2C2CCN(CC2)C(C(=C)F)=O